6-(4-tert-butylphenyl)-1-[(3,4-dimethoxy-2-pyridyl)methyl]-3H-imidazo[4,5-b]pyridin-2-one C(C)(C)(C)C1=CC=C(C=C1)C=1C=C2C(=NC1)NC(N2CC2=NC=CC(=C2OC)OC)=O